C(#N)C=1C=CC(=C2C=CC=NC12)N1C[C@]2(C[C@]2(C1)C(F)(F)F)C(=O)N[C@@H]1CC[C@@H](CC1)N1CCN(CC1)CC1CC1 |o1:14,16| (1R,5S) or (1S,5R)-3-(8-cyanoquinolin-5-yl)-N-(cis-4-(4-(Cyclopropylmethyl)piperazin-1-yl)cyclohexyl)-5-(trifluoromethyl)-3-azabicyclo[3.1.0]hexane-1-carboxamide